methyl 2-cyclopropyl-7-hydroxy-2H-indazole-5-carboxylate C1(CC1)N1N=C2C(=CC(=CC2=C1)C(=O)OC)O